2,4-dimethylphenyl-phenyl-phosphine chloride [Cl-].CC1=C(C=CC(=C1)C)PC1=CC=CC=C1